CC=1N=CC=2N(C1)C=C(C2)B(O)O (3-methylpyrrolo[1,2-a]pyrazin-7-yl)boronic acid